N-{[2-(2-Methoxyethoxy)ethoxy]acetyl}-L-alanyl-N-methyl-L-alanyl-L-asparagin COCCOCCOCC(=O)N[C@@H](C)C(=O)N([C@@H](C)C(=O)N[C@@H](CC(N)=O)C(=O)O)C